6-((2-phenylpyridin-4-yl)thio)hexanal C1(=CC=CC=C1)C1=NC=CC(=C1)SCCCCCC=O